tert-butyl (Z)-1-(2-((1-acetyl-3-oxoindolin-2-ylidene)methyl)quinoline-6-carbonyl)piperidine-4-carboxylate C(C)(=O)N1\C(\C(C2=CC=CC=C12)=O)=C/C1=NC2=CC=C(C=C2C=C1)C(=O)N1CCC(CC1)C(=O)OC(C)(C)C